CN(C1=CC=C(C=C1)N=NC1=CC=C(C(=O)O)C=C1)C 4-(4-dimethylamino-phenylazo)benzoic acid